Tert-butyl 2-[2-(2,6-dioxo-3-piperidyl)-1,3-dioxo-isoindolin-4-yl]oxyacetate O=C1NC(CCC1N1C(C2=CC=CC(=C2C1=O)OCC(=O)OC(C)(C)C)=O)=O